CC(=CCC1=C(C(=CC(=C1)C2=C(C(=O)C3=C(C=C(C=C3O2)O[C@H]4[C@@H]([C@H]([C@@H]([C@H](O4)CO)O)O)O[C@H]5[C@@H]([C@H]([C@@H]([C@H](O5)CO)O)O)O)O)CO)O)O[C@H]6[C@@H]([C@H]([C@@H]([C@H](O6)CO)O)O)O)C The molecule is a homoflavonoid glycoside that is ophioglonol substituted by a prenyl group at position 5' as well as 2-O-(beta-D-glucopyranosyl)-beta-D-glucopyranosyl and beta-D-glucopyranosyl residues at positions 7 and 4' respectively via glycosidic linkages. Isolated from the whole plants of Ophioglossum pedunculosum, it exhibits anti-HBV activity. It has a role as an anti-HBV agent and a plant metabolite. It is a homoflavonoid glycoside, a beta-D-glucoside and a hydroxy homoflavonoid. It derives from an ophioglonol.